C1(CC1)C1=CC2=C(C(=NN(C2=O)CC(=O)O)C)O1 2-{2-Cyclopropyl-7-methyl-4-oxo-4H,5H-furo[2,3-d]pyridazin-5-yl}acetic acid